C1(CCCCCC1)NC=1C=C(C=2N(N1)C(=NN2)C2CC2)NCC2=NC=CC=C2 N6-cycloheptyl-3-cyclopropyl-N8-(pyridin-2-ylmethyl)-[1,2,4]triazolo[4,3-b]pyridazine-6,8-diamine